CC1(CCCCC1)NC#N N-(1-methylcyclohexyl)cyanamide